(2S,5R)-5-(2-chlorophenyl)-1-(2',3',4'-trimethoxy-[1,1'-biphenyl]-4-carbonyl)pyrrolidine-2-carboxylic acid ClC1=C(C=CC=C1)[C@H]1CC[C@H](N1C(=O)C1=CC=C(C=C1)C1=C(C(=C(C=C1)OC)OC)OC)C(=O)O